2-N-butyryl-6-O-(2-(4-isobutylphenyl)-propionyl)-D-glucosamine C(CCC)(=O)N[C@H]1C(O)O[C@@H]([C@H]([C@@H]1O)O)COC(C(C)C1=CC=C(C=C1)CC(C)C)=O